1-(6-((1-(4-(Difluoromethyl)phenyl)-4-methyl-1H-1,2,3-triazol-5-yl)methoxy)pyridazine-3-yl)-3-methylimidazolin-2-one FC(C1=CC=C(C=C1)N1N=NC(=C1COC1=CC=C(N=N1)N1C(N(CC1)C)=O)C)F